4-bromo-2-(5-(hydroxymethyl)isoxazole-3-yl)phenol BrC1=CC(=C(C=C1)O)C1=NOC(=C1)CO